4-Bromo-N-(trans-4-hydroxycyclohexyl)pyridin-2-amine BrC1=CC(=NC=C1)N[C@@H]1CC[C@H](CC1)O